3-amino-3-(2-bromopyridin-4-yl)propanamide NC(CC(=O)N)C1=CC(=NC=C1)Br